C(C)OP(=O)(NC1=C(C=C(C=C1)Cl)Cl)CC1=C(C=C(C=C1)C1=NOC(=N1)C(F)(F)Cl)F.IC1=C(C(=NC=C1)CC(=O)N)C (4-iodo-3-methylpyridin-2-yl)acetamide ethyl-P-(4-(5-(chlorodifluoromethyl)-1,2,4-oxadiazol-3-yl)-2-fluorobenzyl)-N-(2,4-dichlorophenyl)phosphonamidate